5-[(2H-1,2,3,4-tetrazol-5-yl)methyl]-2H-1,2,3,4-tetrazole N=1NN=NC1CC=1N=NNN1